BrC1=NN2C(NC(C=C2N2[C@H](CN[C@@H](C2)C)C)=O)=C1 2-bromo-7-((2S,5R)-2,5-dimethylpiperazin-1-yl)pyrazolo[1,5-a]pyrimidin-5(4H)-one